CS(=O)(=O)N[C@@H]1C[C@](CC1)(C(=O)N)CC1=CC(=CC=C1)C1=NC(=CC=C1)OC (1R,3S)-3-methanesulfonamido-1-{[3-(6-methoxypyridin-2-yl)phenyl]methyl}cyclopentane-1-carboxamide